8,17,20-Trioxo-7,16,19-Triazaspiro[5.14]Icos-11-En O=C1NC2(CCCCC2)C(NCC(NCCCC=CCC1)=O)=O